ClC1=CC(=C(C(=C1)C)CC(=O)NC1(CCC2(OCCO2)CC1)C(=O)[O-])C.[Na+] sodium 8-[2-(4-chloro-2,6-dimethylphenyl)acetamido]-1,4-dioxaspiro[4.5]decane-8-carboxylate